di(3-acrylamidopropyl)dimethylammonium C(C=C)(=O)NCCC[N+](C)(C)CCCNC(C=C)=O